(S)-N-hydroxy-1,2,3,5,10,10a-hexahydropyrrolo[1,2-b]isoquinoline-8-carboxamide ONC(=O)C1=CC=2C[C@H]3N(CC2C=C1)CCC3